2-(2,6-dimethylphenyl)-5-nitrobenzo[d][1,2]selenazol-3(2H)-one CC1=C(C(=CC=C1)C)N1[Se]C2=C(C1=O)C=C(C=C2)[N+](=O)[O-]